N1(CCCCC1)S(=O)(=O)C1=CC=C(C=C1)CNC(=O)C=1C=CC=2N(C1)C=CN2 N-{[4-(piperidine-1-sulfonyl)phenyl]methyl}imidazo[1,2-a]pyridine-6-carboxamide